1-(3-Chloro-4-fluorophenylcarbamoyl)-2-methyl-2,4,5,6-tetrahydrocyclopenta[c]pyrrol-4-ylcarbamate ClC=1C=C(C=CC1F)NC(=O)C=1N(C=C2C1CCC2NC([O-])=O)C